C(C)N(CC)CC=1C=C(C(=O)NCC2=NC=C3C=CC(=NC3=C2)C2=NC(=CC=C2)N2C[C@@H](O[C@@H](C2)C)C)C=C(C1C)C 3-((diethylamino)methyl)-N-((2-(6-((cis)-2,6-dimethylmorpholino)pyridin-2-yl)-1,6-naphthyridin-7-yl)methyl)-4,5-dimethylbenzamide